2-[2-(isopropoxymethyl)phenyl]-4,4,5,5-tetramethyl-1,3,2-dioxaborolane C(C)(C)OCC1=C(C=CC=C1)B1OC(C(O1)(C)C)(C)C